C(CCCCCCC)(=O)[O-].[Ti+4].C(CCCCCCC)(=O)[O-].C(CCCCCCC)(=O)[O-].C(CCCCCCC)(=O)[O-] Titanium Caprylate